CC1(COC=2NC(C(=CC21)C2CCN(CC2)C(=O)N[C@@H](C(=O)O)CC=2C=C1C=NNC1=C(C2)C)=O)C (R)-2-(4-(3,3-dimethyl-6-oxo-2,3,6,7-tetrahydrofuro[2,3-b]pyridin-5-yl)piperidine-1-carboxamido)-3-(7-methyl-1H-indazol-5-yl)propanoic acid